8-cyclohexyl-3-hydroxy-6,7-dihydro-5H-benzo[7]annulen C1(CCCCC1)C=1CCCC2=C(C1)C=CC(=C2)O